NC=1C2=C(N=CN1)N1C(=C2C#CC=2C(=CC3=C(N=C(S3)C3CC3)C2F)F)CN(C(C1)C)C(C(=C)F)=O 1-(4-amino-5-((2-cyclopropyl-4,6-difluorobenzo[d]thiazol-5-yl)ethynyl)-8-methyl-8,9-dihydropyrazino[1',2':1,5]pyrrolo[2,3-d]pyrimidin-7(6H)-yl)-2-fluoroprop-2-en-1-one